N[C@H](C(=O)O)CC1=CC=C(C=C1)CN (S)-2-amino-3-(4-(aminomethyl)phenyl)propionic acid